CC(CC(=O)N1CCN(CC1)C1=CC=C(C=C1)C=1C=2N(C=C(C1)C1=NN(C=C1)C)N=CC2C#N)(C)C 4-(4-(4-(3,3-dimethylbutyryl)piperazin-1-yl)phenyl)-6-(1-methyl-1H-pyrazol-3-yl)pyrazolo[1,5-a]pyridine-3-carbonitrile